C1OCCN2[C@H]1CN(CC2)CC2=CC=1N(C=C2)N=CC1N1C(NC(CC1)=O)=O (S)-1-(5-((hexahydropyrazino[2,1-c][1,4]oxazin-8(1H)-yl)methyl)pyrazolo[1,5-a]pyridin-3-yl)dihydropyrimidine-2,4(1H,3H)-dione